propylthiodiphenyl-phosphorus oxide C(CC)SP(C1=CC=CC=C1)(C1=CC=CC=C1)=O